N-(5-(7,8-Dihydrobenzofuro[4,5-d]thiazol-2-yl)pyridin-3-yl)acetamide N1=C(SC2=C1C=1CCOC1C=C2)C=2C=C(C=NC2)NC(C)=O